1,2,2-trifluoro-2-hydroxy-1-trifluoromethylethanesulfonic acid FC(C(O)(F)F)(S(=O)(=O)O)C(F)(F)F